4-(3-hydroxy-3-methylpiperidin-1-yl)-2-((1-(hydroxymethyl)cyclopropyl)methoxy)-5,7-dihydro-6H-pyrrolo[3,4-d]pyrimidin OC1(CN(CCC1)C=1C2=C(N=C(N1)OCC1(CC1)CO)CNC2)C